6-fluoro-3-[[2-fluoro-3-(methylsulfamoylamino)phenyl]methyl]-7-[(3-fluoro-2-pyridinyl)oxy]-4-methyl-chromen-2-one FC=1C=C2C(=C(C(OC2=CC1OC1=NC=CC=C1F)=O)CC1=C(C(=CC=C1)NS(NC)(=O)=O)F)C